methyl (2R)-3-tert-butoxy-2-{[(trifluoromethyl)-sulfonyl]oxy}propanoate C(C)(C)(C)OC[C@H](C(=O)OC)OS(=O)(=O)C(F)(F)F